CC1CC2=C(C3=CC=CC=C3N=C2/C(/C1)=C/C=1OC(=CC1)C1=CC=C(C=C1)[N+](=O)[O-])C(=O)O (E)-2-methyl-4-((5-(4-nitrophenyl)furan-2-yl)methylene)-1,2,3,4-tetrahydroacridine-9-carboxylic acid